2-methyl-1-(4-nitropyrazol-1-yl)propan-2-ol CC(CN1N=CC(=C1)[N+](=O)[O-])(C)O